[Si](C)(C)(C(C)(C)C)O[C@H](CC1=NC=NC(=C1)Cl)C (S)-4-(2-((tert-butyldimethylsilyl)oxy)propyl)-6-chloropyrimidine